BrC1=CC=CC=2OCOC21 4-Bromobenzo[d][1,3]dioxole